(R)-3-(4-bromo-1H-pyrazole-1-yl)-3-cyclopentylpropanamide BrC=1C=NN(C1)[C@H](CC(=O)N)C1CCCC1